C(C1=CC=CC=C1)OC1=NC(=NC(=C1C(C)=NC)C)[C@@H]1O[C@]([C@H]([C@H]1C1=C(C(=C(C=C1)F)F)OC)C)(C(F)(F)F)C 1-(4-(benzyloxy)-2-((2R,3S,4S,5R)-3-(3,4-difluoro-2-methoxyphenyl)-4,5-dimethyl-5-(trifluoromethyl)tetrahydrofuran-2-yl)-6-methylpyrimidin-5-yl)-N-methylethan-1-imine